FC1=C(C[C@H](N)C(=O)O)C(=CC(=C1F)O)F 2,3,6-trifluorotyrosine